C1(CCCCC1)N1C2=NC(=NC=C2N(C1=O)C)NC1=CC(=C(C(=O)N)C=C1C)F 4-((9-cyclohexyl-7-methyl-8-oxo-8,9-dihydro-7H-purin-2-yl)amino)-2-fluoro-5-methylbenzamide